ClC=1C=C2C(=C3C1NC(NC31CCCCC1)=O)OC(=N2)CN2C[C@H](CC2)COC 5-chloro-2-{[(3S)-3-(methoxymethyl)pyrrolidin-1-yl]methyl}-7,8-dihydro-6H-spiro[[1,3]oxazolo[5,4-f]quinazoline-9,1'-cyclohexane]-7-one